ClC1=C(C=CC(=C1)Cl)N1N=C(CC1(C(=O)OCC)C)C(=O)OCC diethyl 1-(2,4-dichlorophenyl)-4,5-dihydro-5-methyl-1H-pyrazole-3,5-dicarboxylate